(1-(tert-butoxycarbonyl)-5,7'-dimethyl-3',4'-dihydro-1'H-spiro[pyrrolidin-3,2'-[1,8]naphthyridine]-6'-yl)boronic acid C(C)(C)(C)OC(=O)N1CC2(NC3=NC(=C(C=C3CC2)B(O)O)C)CC1C